di(n-tridecyl) phthalate C(C=1C(C(=O)OCCCCCCCCCCCCC)=CC=CC1)(=O)OCCCCCCCCCCCCC